7-methylimidazo[1,2-a]pyridine-3-carboxylic acid CC1=CC=2N(C=C1)C(=CN2)C(=O)O